Cl.CN1N=CC(=C1)NC=1C=CC=C2CCNCC12 N-(1-methyl-1H-pyrazol-4-yl)-1,2,3,4-tetrahydroisoquinolin-8-amine hydrochloride